2-(2-acryloyl-2,6-diazaspiro[3.4]octan-6-yl)-4-(5-ethyl-1H-indazol-4-yl)quinoline-3-carbonitrile C(C=C)(=O)N1CC2(C1)CN(CC2)C2=NC1=CC=CC=C1C(=C2C#N)C2=C1C=NNC1=CC=C2CC